N-cyclopropyl-2-(difluoromethoxy)-4-[7-[3-(2,8-dioxa-5-azaspiro[3.5]nonan-5-yl)propoxy]imidazo[1,2-a]pyridin-3-yl]-6-methoxy-benzamide C1(CC1)NC(C1=C(C=C(C=C1OC)C1=CN=C2N1C=CC(=C2)OCCCN2C1(COC1)COCC2)OC(F)F)=O